C(CCCCCCCCCCC)OS(=O)(=O)C=1C(=CC=CC1)S(=O)(=O)[O-].[Mg+2].C1(CC1)C1=NN(C2=C1C=NC(=C2)NC(C)=O)C2=NC(=CC=C2)C(C)(F)F.C(CCCCCCCCCCC)OS(=O)(=O)C=2C(=CC=CC2)S(=O)(=O)[O-] N-(3-cyclopropyl-1-(6-(1,1-difluoroethyl)pyridin-2-yl)-1H-pyrazolo[4,3-c]pyridin-6-yl)acetamide magnesium dodecylbenzenedisulfonate